BrC1=C(C=C(C=C1)[N+](=O)[O-])NC(C=CC1=CC=CC=C1)=O N-(2-Bromo-5-nitrophenyl)cinnamamide